Dichloromethylhexyl-Silane ClC(Cl)[SiH2]CCCCCC